(R)-5-(2-(dimethylamino)ethoxy)-2-methyl-N-(1-(2-(pyrimidin-5-yl)quinolin-4-yl)ethyl)benzamide CN(CCOC=1C=CC(=C(C(=O)N[C@H](C)C2=CC(=NC3=CC=CC=C23)C=2C=NC=NC2)C1)C)C